(±)-3-(Boc-amino)-4-(4-biphenylyl)butyric acid C(=O)(OC(C)(C)C)N[C@@H](CC(=O)O)CC1=CC=C(C=C1)C1=CC=CC=C1 |r|